COC(C(OC)C1=NC(=CN=C1)Cl)=O 2-(6-Chloropyrazin-2-yl)-2-methoxyacetic acid methyl ester